FC(C1=CC=C(C=C1)[C@H](CC=C)O)(F)F (S)-1-(4-(trifluoromethyl)phenyl)but-3-en-1-ol